4-fluoro-N-(6-((1-methylpiperidin-4-ylidene)methyl)pyridin-2-yl)benzamide FC1=CC=C(C(=O)NC2=NC(=CC=C2)C=C2CCN(CC2)C)C=C1